benzoimidazole-5-carboxylic acid [2-(2-amino-ethoxy)-ethyl]-amide NCCOCCNC(=O)C1=CC2=C(N=CN2)C=C1